1,3,5-trichlorotrifluorobenzene ClC1=C(C(=C(C(=C1F)Cl)F)Cl)F